C(CCCCCCC)NC(C=C)=O N-(Octyl)acrylamid